FC1=CC=C2C3=C(NC2=C1)C(=NC=C3)C(=O)NCC3COC3 7-fluoro-N-(oxetan-3-ylmethyl)-9H-pyrido[3,4-b]indole-1-carboxamide